N-Boc-1,8-diamino-3,6-dioxaoctane C(=O)(OC(C)(C)C)NCCOCCOCCN